2'-chloro-N-(5-methoxy-1,3,4-thiadiazol-2-yl)-6-methyl-5'-vinyl-(4,4'-bipyridine)-3-carboxamide ClC1=NC=C(C(=C1)C1=C(C=NC(=C1)C)C(=O)NC=1SC(=NN1)OC)C=C